BrCC1(CN(C1)C(=O)OCC1=CC=CC=C1)CO benzyl 3-(bromomethyl)-3-(hydroxymethyl)azetidine-1-carboxylate